5-(((S)-1-(((R)-1-(1-(5-(difluoromethyl)pyrimidin-2-yl)piperidin-4-yl)-2-oxopyrrolidin-3-yl)oxy)propan-2-yl)amino)-4-(trifluoromethyl)pyridazin-3(2H)-one FC(C=1C=NC(=NC1)N1CCC(CC1)N1C([C@@H](CC1)OC[C@H](C)NC1=C(C(NN=C1)=O)C(F)(F)F)=O)F